6-(4-(((2-methylphenyl)amino)methyl)-2-(6-methylpyridin-2-yl)-1H-imidazol-1-yl)imidazo[1,2-a]pyridine-3-carboxamide CC1=C(C=CC=C1)NCC=1N=C(N(C1)C=1C=CC=2N(C1)C(=CN2)C(=O)N)C2=NC(=CC=C2)C